1,3,5-tris(methoxycarbonyl)benzene Calcium bisulfit S([O-])(O)=O.[Ca+2].COC(=O)C1=CC(=CC(=C1)C(=O)OC)C(=O)OC.S([O-])(O)=O